ClC=1C(=NC=C(N1)Cl)C(C)=O (3,5-dichloropyrazin-2-yl)ethan-1-one